5-Chloro-2-(N-azetidinylcarbamoyl)-3-pyridyl 3-[4-(4-chloro-3-fluorophenyl)-1H-1,2,3-triazol-1-yl]-3-deoxy-2-O-ethyl-1-thio-α-D-galactopyranoside ClC1=C(C=C(C=C1)C=1N=NN(C1)[C@@H]1[C@H]([C@@H](SC=2C(=NC=C(C2)Cl)C(NN2CCC2)=O)O[C@@H]([C@@H]1O)CO)OCC)F